2-(4-fluoropiperidin-1-yl)-6-methylisonicotinate FC1CCN(CC1)C=1C=C(C(=O)[O-])C=C(N1)C